CC1=NC(=NC=C1)[C@@H]1[C@H](C1)C=1C=NC2=CC=C(C=C2N1)NC(OC(C)(C)C)=O |r| rac-tert-butyl (3-((1S*,2S*)-2-(4-methylpyrimidin-2-yl)cyclopropyl)quinoxalin-6-yl)carbamate